(Z)-4-hydroxy-1-methyl-3-((phenylimino)(1H-tetrazol-5-yl)methyl)quinolin-2(1H)-one OC1=C(C(N(C2=CC=CC=C12)C)=O)/C(/C1=NN=NN1)=N/C1=CC=CC=C1